ClC1=C(C(C(=O)[O-])=CC(=C1)Cl)O.[Ti+4].ClC1=C(C(C(=O)[O-])=CC(=C1)Cl)O.ClC1=C(C(C(=O)[O-])=CC(=C1)Cl)O.ClC1=C(C(C(=O)[O-])=CC(=C1)Cl)O titanium 3,5-dichlorosalicylate